C(C)(C)(C)OC(=O)N1[C@@H](CCC1)CN=[N+]=[N-] (S)-2-(azidomethyl)pyrrolidine-1-carboxylic acid tert-butyl ester